The molecule is a carboxylic ester obtained by the formal condensation of the carboxy group of 3-(methylthio)propionic acid with ethanol. It has a role as a metabolite. It is a carboxylic ester and an organosulfur compound. It derives from a 3-(methylthio)propionic acid. CCOC(=O)CCSC